(1S,3aR,6aS)-2-(9-hydroxy-9H-fluorene-9-carbonyl)octahydrocyclopenta[c]pyrrole-1-carboxylic acid OC1(C2=CC=CC=C2C=2C=CC=CC12)C(=O)N1[C@@H]([C@@H]2[C@H](C1)CCC2)C(=O)O